C(C)C1=C(OCSCC2=NNC(O2)=S)C=CC(=C1)CC 5-[(2,4-Diethylphenoxymethylthio)methyl]-1,3,4-oxadiazole-2(3H)-thione